C(C)(OC1=NC2=C(N1C)C=C(C=C2)C(=O)O)([2H])[2H] (ethoxy-1,1-d2)-1-methyl-1H-benzo[d]imidazole-6-carboxylic acid